N5-[1-[2-[2-(2-aminoethoxy)ethoxy]ethyl]pyrazol-4-yl]-1-methyl-N7-(4-morpholinocyclohexyl)pyrazolo[4,3-d]pyrimidine-5,7-diamine NCCOCCOCCN1N=CC(=C1)NC=1N=C(C2=C(N1)C=NN2C)NC2CCC(CC2)N2CCOCC2